C1(=CCCC1)C1=C(C(=O)OCC)C(=CC=N1)C Ethyl 2-(cyclopent-1-en-1-yl)-4-methylnicotinate